BrC=1C(=C(NC1)C=O)Br dibromo-2-pyrroleformaldehyde